(R)-2-(2-(butylamino)-1-hydroxyethyl)-5-fluorophenol acetate C(C)(=O)OC1=C(C=CC(=C1)F)[C@H](CNCCCC)O